allyl N-[(2R)-3-[[(2R)-3-(allyloxycarbonylamino)-2-hydroxy-propyl]-[(2R)-3-amino-2-hydroxy-propyl]amino]-2-hydroxy-propyl]carbamate dihydrochloride Cl.Cl.C(C=C)OC(=O)NC[C@H](CN(C[C@@H](CNC(OCC=C)=O)O)C[C@@H](CN)O)O